3,5-dichloropyridin-4-amine ClC=1C=NC=C(C1N)Cl